C(CCC)NC1=NN2C(C(=N1)N)=NC=C2CC=2C=NC(=C(C2)C)N2CCC(CC2)CN(C)C N2-Butyl-7-((6-(4-((dimethylamino)methyl)piperidin-1-yl)-5-methylpyridin-3-yl)methyl)imidazo-[2,1-f][1,2,4]triazin-2,4-diamin